3-bromo-4-methoxy-1-methyl-1H-pyrazole BrC1=NN(C=C1OC)C